COC(\C(\C)=C/C(=O)OC)=O Dimethylcitraconat